trans-4-Amino-tetrahydro-pyran-3-ol N[C@H]1[C@@H](COCC1)O